O=C1OCC2=NON=C21 4-Oxo-4,6-dihydrofuro[3,4-c]furazan